nickel copper alloyl-carbon C(C=C)(=O)[C].[Cu].[Ni]